COC=1C=C(C=CC1OC)C1=CC=NC=2N1N=C(C2)NC(=O)NC2=CC=C(C=C2)C(=O)N2CCOCC2 1-(7-(3,4-dimethoxyphenyl)pyrazolo[1,5-a]pyrimidin-2-yl)-3-(4-(morpholin-4-carbonyl)phenyl)urea